N1=C(C=CC2=CC3=CC=CC=C3C=C12)CC=1C=C(C=O)C=CC1OC 3-((azaanthracenyl)methyl)-4-methoxybenzaldehyde